FC(OC=1C(=NC=C(C1)C[C@@H](C(F)(F)F)C)N1C(=NC(=C1C)C(=O)NCC1CCC(CC1)S(=O)(=O)C)CC)F |o1:10| 1-(3-(Difluoromethoxy)-5-((S*)-3,3,3-trifluoro-2-methylpropyl)pyridin-2-yl)-2-ethyl-5-methyl-N-(((1r,4S)-4-(methylsulfonyl)cyclohexyl)methyl)-1H-imidazole-4-carboxamide